ClC=1C=C(C=C(C1)Cl)NC(=O)NC1=C(C=CC(=C1)C(=O)N1CCC(CC1)C1=CC=C(C=C1)OC=1N=NC(=CC1)C(F)(F)F)N1CCN(CC1)CC 1-(3,5-dichlorophenyl)-3-(2-(4-ethylpiperazin-1-yl)-5-(4-(4-((6-(trifluoromethyl)pyridazin-3-yl)oxy)-phenyl)piperidine-1-carbonyl)phenyl)urea